2-{[(1R)-1-(4-Chlorophenyl)-7-fluoro-5-{1-hydroxy-1-[trans-4-hydroxycyclohexyl]propyl}-1-methoxy-3-oxo-2,3-dihydro-1H-isoindol-2-yl]methyl}pyrimidin-5-carbonitril ClC1=CC=C(C=C1)[C@@]1(N(C(C2=CC(=CC(=C12)F)C(CC)([C@@H]1CC[C@H](CC1)O)O)=O)CC1=NC=C(C=N1)C#N)OC